N-((2,6-Diisopropylphenyl)carbamoyl)-piperazin-1-sulfonamid C(C)(C)C1=C(C(=CC=C1)C(C)C)NC(=O)NS(=O)(=O)N1CCNCC1